OCC1(COC1)COC=1C(=NC=C(C1)N1CC(C1)OC)C(=O)N ([3-(hydroxymethyl)oxetan-3-yl]methoxy)-5-(3-methoxyazetidin-1-yl)pyridine-2-carboxamide